C(C1=CC=CC=C1)OCC12C(C(C1)(C2)SC2=CC=CC=C2)B2OC(C(O2)(C)C)(C)C 2-(1-((benzyloxy)methyl)-3-(phenylthio)bicyclo[1.1.1]pentan-2-yl)-4,4,5,5-tetramethyl-1,3,2-dioxaborolane